Cl.O=C1N(CC2=CC(=CC=C12)C1CCNCC1)N1C(CCCC1=O)=O (1-oxo-5-(piperidin-4-yl)isoindolin-2-yl)piperidine-2,6-dione hydrochloride